OCCC(C(C)N)N (hydroxyethyl)-1,2-diaminopropane